C(C)(C)(C)OC(=O)N[C@H](C(=O)N[C@H](C(=O)OC)CC1C(NC2(CC2)CC1)=O)CC1CC1 methyl (2S)-2-[[(2S)-2-(tert-butoxy carbonylamino)-3-cyclopropyl-propanoyl]amino]-3-(5-oxo-4-azaspiro[2.5]octan-6-yl)propanoate